C12CNCC(CC1)N2C=2SC=1CN(CCC1N2)C(=O)C2=CC=C(C=C2)CC(F)F (2-(3,8-diazabicyclo[3.2.1]octan-8-yl)-6,7-dihydrothiazolo[5,4-c]pyridin-5(4H)-yl)(4-(2,2-difluoroethyl)phenyl)methanone